CN(NCC1=NC=C(C=C1)C(F)(F)F)C1=NC=CC=C1 1-methyl-1-(2-pyridyl)-2-[[5-(trifluoromethyl)-2-pyridyl]methyl]hydrazine